ClC1=NN2C(N=CC3=C2C(CC3C(=O)NC=3C=NC(=C(C3)C(F)F)C(NC3CC3)=O)(C)C)=C1 2-chloro-N-(6-(cyclopropylcarbamoyl)-5-(difluoromethyl)pyridin-3-yl)-8,8-dimethyl-7,8-dihydro-6H-cyclopenta[e]pyrazolo[1,5-a]pyrimidine-6-carboxamide